C[C@@H]1COCC[C@H]1NC1=NC=C2N=C(N(C2=N1)C1CCC(CC1)C(=O)N)NC1=C(C=C(C=C1Cl)Cl)Cl (1S,4s)-4-(2-((3S,4R)-3-methyltetrahydro-2H-pyran-4-ylamino)-8-(2,4,6-trichlorophenylamino)-9H-purin-9-yl)cyclohexanecarboxamide